6-tert-butylbenzo[b]naphtho[1,2-d]furan C(C)(C)(C)C1=CC=2C=CC=CC2C=2C3=C(OC21)C=CC=C3